5-(2-methylthioethyl)hydantoin CSCCC1C(NC(N1)=O)=O